Tripropyl-(amino)tin C(CC)[Sn](N)(CCC)CCC